7-(3-methoxybenzenesulfonyl)-N-(4-((1R-4R)-5-methyl-2,5-diazabicyclo[2.2.1]heptan-2-yl)phenyl)-2-amino-7H-pyrrolo[2,3-d]pyrimidine COC=1C=C(C=CC1)S(=O)(=O)N1C=CC2=C1N(C(N=C2)N)C2=CC=C(C=C2)N2[C@H]1CN([C@@H](C2)C1)C